ClCOC([C@H](C(C)C)NC(=O)OC(C)(C)C)=O (S)-2-tert-butoxycarbonylamino-3-methylbutyric acid chloromethyl ester